2-Difluoromethoxy-1-propyl-8-[1-(3-trifluoromethyl-benzyl)-1H-pyrazol-4-yl]-1,7-dihydro-purin-6-one FC(OC=1N(C(C=2NC(=NC2N1)C=1C=NN(C1)CC1=CC(=CC=C1)C(F)(F)F)=O)CCC)F